4-CHLORO-3-FORMYL-2H-BENZO[H]CHROMENE ClC1=C(COC2=C3C(=CC=C12)C=CC=C3)C=O